methyl (1R)-4'-chloro-3'-hydroxy-3-oxo-3'-(trifluoromethyl)-2',3'-dihydrospiro[cyclohexane-1,1'-indene]-4-carboxylate ClC1=C2C(C[C@@]3(C2=CC=C1)CC(C(CC3)C(=O)OC)=O)(C(F)(F)F)O